COC=1C=C2C=CC(=CC2=CC1)[C@@H](C(=O)N[C@H](C(=O)N[C@@H](CC1=CN=C[NH2+]1)C=O)CC(C)C)C 5-((S)-2-((S)-2-((S)-2-(6-methoxynaphthalen-2-yl)propanamido)-4-methylpentanamido)-3-oxopropyl)-1H-imidazol-1-ium